OC(CC=O)C β-hydroxybutyraldehyde